N[C@H](C(=O)NC1=CC=C(C=C1)C=1N(C=NC1)C)C(C1CCCC1)C1CCCCC1 (2S)-2-amino-3-cyclohexyl-3-cyclopentyl-N-[4-(3-methylimidazol-4-yl)phenyl]-propanamide